Bis(6-oxo-6-(pentadecan-7-yloxy)hexyl) 2-(((2-(dimethylamino)ethoxy)carbonyl)oxy)succinate CN(CCOC(=O)OC(C(=O)OCCCCCC(OC(CCCCCC)CCCCCCCC)=O)CC(=O)OCCCCCC(OC(CCCCCC)CCCCCCCC)=O)C